FC1=NC=CC(=C1)NC1=CC2=C(N=C(S2)NC(=O)C2C(C3C=CC2C3)C(=O)O)C=C1 3-[[6-[(2-fluoro-4-pyridyl)amino]-1,3-benzothiazol-2-yl]carbamoyl]bicyclo[2.2.1]hept-5-ene-2-carboxylic acid